2-bromo-3,4,5-trimethoxy-benzonitrile BrC1=C(C#N)C=C(C(=C1OC)OC)OC